2-(((1-(5-methyl-3-(trifluoromethyl)-6,7,8,9-tetrahydropyrido[3,2-b]indolizin-7-yl)-2-oxopiperidin-3-yl)oxy)methyl)azetidin CC=1C2=C(N3CCC(CC13)N1C(C(CCC1)OCC1NCC1)=O)N=CC(=C2)C(F)(F)F